FC1=C(CN2C(N(N=C2)C2=CC=C(C=C2)OCC=2SC=C(N2)C)=O)C(=CC=C1)F 4-(2,6-difluorobenzyl)-2-(4-((4-methylthiazol-2-yl)methoxy)phenyl)-2,4-dihydro-3H-1,2,4-triazol-3-one